FC1=C(C=CC(=C1)F)NC=1C=CC2=C(CCC3=C(C2=O)C=CC=C3OC[C@@H](CO)O)C1 (R)-8-(2,4-difluorophenylamino)-1-(2,3-dihydroxypropoxy)-10,11-dihydrodibenzo-[a,d]cyclohepten-5-one